N1(CCC1)C(C)C=1NC(C=2SC(=C3OCCCC1C23)C=2C=NN(C2)C(C2=CC=CC=C2)(C2=CC=CC=C2)C2=CC=CC=C2)=O 5-(1-(azetidin-1-yl)ethyl)-1-(1-trityl-1H-pyrazol-4-yl)-4,6,7,8-tetrahydro-3H-9-oxa-2-thia-4-azabenzo[cd]azulen-3-one